tetramethyldisilylene(4-bromo-indenyl)(3-butyl-cyclopentadienyl)zirconium dichloride [Cl-].[Cl-].C[Zr](C1C=C(C=C1)CCCC)(C1C=CC2=C(C=CC=C12)Br)(=[SiH2])(=[SiH2])(C)(C)C